C(=C)(C)C1=C(N)C(=CC=C1)C1=CC=NC=C1 2-isopropenyl-6-(4-pyridyl)aniline